2-butyl-6,7-dihydroquinoxaline C(CCC)C1=NC2=CCCC=C2N=C1